6-(4-aminophenyl)-7-methyl-5-(4-((4-methylpyrimidin-2-yl)oxy)phenyl)-7H-pyrrolo[2,3-d]pyrimidin-4-amine NC1=CC=C(C=C1)C1=C(C2=C(N=CN=C2N)N1C)C1=CC=C(C=C1)OC1=NC=CC(=N1)C